2-[4-(2-ethyl)-4-methoxy-naphthalen-1-yl]-s-triazine CCC1(CC=C(C2=CC=CC=C12)C1=NC=NC=N1)OC